5-(2-((triethylsilyl)oxy)phenyl)pent-1-en-3-one C(C)[Si](OC1=C(C=CC=C1)CCC(C=C)=O)(CC)CC